NC1=CC=C(C(=O)OCCCOC(C2=CC=C(C=C2)N)=O)C=C1 1,3-propylene glycol bis(4-aminobenzoate)